N-{[5-chloro-6-(1,7-diaza-5-indanyl)-2-indolyl]methyl}acetamide ClC=1C=C2C=C(NC2=CC1C=1C=C2CCNC2=NC1)CNC(C)=O